(S)-2-amino-N-((S)-1-(((S)-4,11-diethyl-4-hydroxy-3,14-dioxo-3,4,12,14-tetrahydro-1H-pyrano[3',4':6,7]indolizino[1,2-b]quinolin-9-yl)amino)-1-oxopropan-2-yl)propenamide NC(C(=O)N[C@H](C(=O)NC1=CC=2C(=C3C(=NC2C=C1)C1=CC2=C(C(N1C3)=O)COC([C@]2(O)CC)=O)CC)C)=C